S1C=CC=2C1=NC(=CC2)C#N thieno[2,3-b]pyridine-6-carbonitrile